Cl.NC(C(=O)N1CCN(CC1)C(=O)NC1=NC(N(C=C1)C1=CC=C(C=C1)CN(CC1CC1)[C@@H]1CC[C@H](CC1)N)=O)(C)C 4-(2-Amino-2-methylpropanoyl)-N-(1-(4-(((trans-4-aminocyclohexyl)(cyclopropylmethyl)amino)methyl)phenyl)-2-oxo-1,2-dihydropyrimidin-4-yl)piperazine-1-carboxamide hydrochloride salt